2-[5-chloro-2-methyl-4-(1-methylcyclobutyl)phenyl]-4-oxo-1H-1,6-naphthyridine-5-carboxamide ClC=1C(=CC(=C(C1)C=1NC=2C=CN=C(C2C(C1)=O)C(=O)N)C)C1(CCC1)C